CN1[C@H](C(N2C3=C(N=C(N=C13)NCC=1C=NN(C1)CC(F)(F)F)CCC2)=O)C (S)-4,5-Dimethyl-2-(((1-(2,2,2-trifluoroethyl)-1H-pyrazol-4-yl)methyl)amino)-4,5,9,10-Tetrahydro-6H,8H-pyrido[3,2,1-de]pteridine-6-one